C(#N)C1=CN=C2N1C1=CC(=NC=C1C=C2C=2C=NC(=CC2C)C(CCC)O)NC(=O)[C@H]2[C@H](C2)F (1S,2S)-N-(1-Cyano-4-(6-(1-hydroxybutyl)-4-methylpyridin-3-yl)imidazo[1,2-a][1,6]naphthyridin-8-yl)-2-fluorocyclopropane-1-carboxamide